6-((1R,5S,6r)-6-(1-isopropyl-3-(6-(trifluoromethyl)pyridin-3-yl)-1H-pyrazol-5-yl)bicyclo[3.1.0]hexan-3-yl)-2-thia-6-azaspiro[3.4]octane 2,2-dioxide C(C)(C)N1N=C(C=C1C1[C@H]2CC(C[C@@H]12)N1CC2(CS(C2)(=O)=O)CC1)C=1C=NC(=CC1)C(F)(F)F